Cl.ClC1=C(C=CC=C1Cl)N1CCN(CC1)CC[C@@H]1C[C@H](C1)NC(=O)C=1OC=CN1 N-(trans-3-(2-(4-(2,3-dichlorophenyl)piperazin-1-yl)ethyl)cyclobutyl)oxazole-2-carboxamide hydrochloride